N-(5-bromoimidazo[1,2-a]pyridin-2-yl)cyclopropanecarboxamide BrC1=CC=CC=2N1C=C(N2)NC(=O)C2CC2